5-(trifluoromethyl)-3-azabicyclo[3.1.0]hexane-1-formamide hydrochloride Cl.FC(C12CNCC2(C1)C(=O)N)(F)F